7-bromo-6-fluoro-2-methyl-9-(pyridine-2-yl)-9,10-dihydro-8-oxa-2,4,10a-triazanaphtho[2,1,8-cde]azulene-1(2H)-one BrC1=C(C=C2N=CC=3N(C(N4CC(OC1=C2C34)C3=NC=CC=C3)=O)C)F